ClC=1C(=NC(=NC1)NC1CCOCC1)C1=CC=C2CN(C(C2=C1)=O)CC(=O)N[C@H](CO)C1=CC=C(C=C1)OC1CC1 2-(6-{5-chloro-2-[(oxacyclohex-4-yl)amino]pyrimidin-4-yl}-1-oxo-2,3-dihydro-1H-isoindol-2-yl)-N-[(1S)-1-(4-cyclopropoxyphenyl)-2-hydroxyethyl]acetamide